(Z)-5-Fluoro-N'-hydroxy-5'-(2-methoxyethoxy)-6'-methyl-[3,4'-bipyridine]-2'-carboximidamide FC=1C=C(C=NC1)C1=CC(=NC(=C1OCCOC)C)/C(/N)=N/O